methyl 2-hexyl-3-oxocyclopentanecarboxylate (methyl-2-hexyl-3-oxocyclopentanecarboxylate) CC1(C(C(CC1)=O)CCCCCC)C(=O)O.C(CCCCC)C1C(CCC1=O)C(=O)OC